1-((3s,5r)-1-propenoyl-5-(methoxymethyl)pyrrolidin-3-yl)-3-((1-(1-cyanocyclopropyl)-6-fluoro-1H-benzo[d]imidazol-5-yl)ethynyl)-5-(methylamino)-1H-pyrazole-4-carboxamide C(C=C)(=O)N1C[C@H](C[C@@H]1COC)N1N=C(C(=C1NC)C(=O)N)C#CC1=CC2=C(N(C=N2)C2(CC2)C#N)C=C1F